Cobalt oxide lithium [Li].[Co]=O